The molecule is an organosulfonate oxoanion obtained by deprotonation of the sulfo and phenolic hydroxy groups of flavianic acid. It is an organosulfonate oxoanion and a phenolate anion. It is a conjugate base of a flavianic acid. C1=CC2=C(C=C1S(=O)(=O)[O-])C(=C(C=C2[N+](=O)[O-])[N+](=O)[O-])[O-]